8-morpholino-N-[(E)-m-tolylmethyleneamino]-2-(2-pyridyl)imidazo[1,2-a]pyrazin-6-amine O1CCN(CC1)C=1C=2N(C=C(N1)N/N=C/C=1C=C(C=CC1)C)C=C(N2)C2=NC=CC=C2